C[C@H](C=O)CC (S)-2-methylbutanal